6-bromo-2-nitrobenzene-1-carbaldehyde BrC1=CC=CC(=C1C=O)[N+](=O)[O-]